(R)-N-((S)-3,3-dimethyl-1-methylamino-1-oxobutan-2-yl)-2-((S)-2,2-dimethyl-5-oxo-1,3-dioxolan-4-yl)-4-methylpentanamide CC([C@@H](C(=O)NC)NC([C@H](CC(C)C)[C@@H]1OC(OC1=O)(C)C)=O)(C)C